ClC=1C=C2C(=C(C=NC2=CC1)S(=O)(=O)N1CCOCC1)NC1=C(C(=O)O)C=CC(=C1)OC 2-[(6-chloro-3-morpholinosulfonyl-4-quinolyl)amino]-4-methoxy-benzoic acid